N-(3-Cyano-4-methyl-1H-indol-7-yl)-5-fluoro-1-(3-methyloxetan-3-yl)pyrazol-4-sulfonamid C(#N)C1=CNC2=C(C=CC(=C12)C)NS(=O)(=O)C=1C=NN(C1F)C1(COC1)C